ClC1=CC(=C(OC2=C(C=C(C(=C2)C)[N+](=O)[O-])C2=CN(C3=C(N=CC=C32)OC)C)C=C1)F 3-(2-(4-chloro-2-fluorophenoxy)-4-methyl-5-nitrophenyl)-7-methoxy-1-methyl-1H-pyrrolo[2,3-c]pyridine